2-((1-(2-cyano-3-(3-methoxyphenyl)-7-methylquinolin-5-yl)ethyl)amino)benzoic acid C(#N)C1=NC2=CC(=CC(=C2C=C1C1=CC(=CC=C1)OC)C(C)NC1=C(C(=O)O)C=CC=C1)C